4,4-dimethyl-2-propylcyclohexane-1,3-dione CC1(C(C(C(CC1)=O)CCC)=O)C